[methyl(1-phenylethyl)amino] (2S)-2-[(3-hydroxy-4-methoxy-pyridine-2-carbonyl)amino]propanoate OC=1C(=NC=CC1OC)C(=O)N[C@H](C(=O)ON(C(C)C1=CC=CC=C1)C)C